(2-(4-cyano-1H-imidazol-1-yl)-4-ethoxyquinolin-6-yl)oxetan-3-carboxamide 2-methoxyethyl-formate COCCOC=O.C(#N)C=1N=CN(C1)C1=NC2=CC=C(C=C2C(=C1)OCC)C1OCC1C(=O)N